C1(CC1)COC1CCN(CC1)[C@H]1[C@H](CCC1)OC=1C=C2CN(C(C2=CC1)=O)C1C(NC(CC1)=O)=O 3-(5-(((1S,2R)-2-(4-(cyclopropylmethoxy)piperidin-1-yl)cyclopentyl)oxy)-1-oxoisoindolin-2-yl)piperidine-2,6-dione